C(C)N1C[C@@H](OCC1)COC=1C=C(C(=O)N[C@H](C)C=2C=NC(=NC2)C(F)(F)F)C=C(C1)C=1SC(=CN1)C 3-{[(2R)-4-ethylmorpholin-2-yl]methoxy}-5-(5-methyl-1,3-thiazol-2-yl)-N-{(1R)-1-[2-(trifluoromethyl)pyrimidin-5-yl]ethyl}benzamide